O[C@@H]1[C@H](C2=CC=CC=C2C1)NC(OC(C)(C)C)=O tert-butyl N-[(1S,2S)-2-hydroxy-2,3-dihydro-1H-inden-1-yl]carbamate